C(C)(=O)N1[C@H]([C@@H]([C@H](C2=CC(=CC=C12)C(=O)NC1CCOCC1)NC1=NC(=CC=C1)C)C)CC |r| rac-(2S,3R,4R)-1-acetyl-2-ethyl-3-methyl-4-((6-methylpyridin-2-yl)amino)-N-(tetrahydro-2H-pyran-4-yl)-1,2,3,4-tetrahydroquinoline-6-carboxamide